CCCCC/C=C\\C/C=C\\C/C=C\\C/C=C\\CCCC(=O)N[C@@H](C)C(=O)[O-] The molecule is an N-acyl-L-alpha-amino acid anion that is the conjugate base of N-arachidonoyl-L-alanine, obtained by deprotonation of the carboxy group; major species at pH 7.3. It is a N-acyl-L-alpha-amino acid anion and a N-(fatty acyl)-L-alpha-amino acid anion. It derives from an arachidonate. It is a conjugate base of a N-arachidonoyl-L-alanine.